(S)-N-(3-(tert-Butyl)-1-methyl-1H-pyrazol-5-yl)-2-((S)-3,3-difluorocyclopentyl)-2-(4-(2-methyl-2H-tetrazol-5-yl)phenyl)acetamide C(C)(C)(C)C1=NN(C(=C1)NC([C@H](C1=CC=C(C=C1)C=1N=NN(N1)C)[C@@H]1CC(CC1)(F)F)=O)C